(3-((1H-pyrazolo[3,4-c]-pyridin-1-yl)methyl)bicyclo-[1.1.1]pentan-1-yl)(5-(3,5-difluorophenyl)-4,5-dihydro-1H-pyrazol-1-yl)methanone N1(N=CC=2C1=CN=CC2)CC21CC(C2)(C1)C(=O)N1N=CCC1C1=CC(=CC(=C1)F)F